C(C)(C)(C)OC1=C(NC(CC(=O)C)=O)C=CC=C1 2'-tert-butoxyacetoacetanilide